1-((1R,4aS,4bR,6aR,8R,10aS,10bR,12aS)-8-hydroxy-8,12a-dimethyloctadecahydrochrysen-1-yl)ethan-1-one O[C@]1(C[C@H]2CC[C@H]3[C@@H]4CCC[C@H]([C@]4(CC[C@@H]3[C@H]2CC1)C)C(C)=O)C